(5aS,6R,11bS)-14-(cyclobutylmethyl)-10-methoxy-3-(2-(pyridin-2-yl)ethyl)-2,3,4,5,6,7-hexahydro-6,11b-(epiminoethano)naphtho[1,2-d]azepin-5a(1H)-ol C1(CCC1)CN1CC[C@]23CCN(CC[C@]2([C@H]1CC1=CC=C(C=C13)OC)O)CCC1=NC=CC=C1